OC=1C(=NC=CC1OC)C(=O)N[C@H](C(=O)OC1C(C1)C1=CC=C(C=C1)CCC)C [2-(4-propylphenyl) cyclopropyl] (2S)-2-[(3-hydroxy-4-methoxy-pyridine-2-carbonyl) amino]propanoate